methyl 2-[(1S,4S,5R)-5-[[3-(2,6-dichlorophenyl)-5-(1-fluorocyclopropyl)-1,2-oxazol-4-yl]methoxy]-2-azabicyclo[2.2.1]heptan-2-yl]-4-fluoro-1,3-benzothiazole-6-carboxylate ClC1=C(C(=CC=C1)Cl)C1=NOC(=C1CO[C@H]1[C@@H]2CN([C@H](C1)C2)C=2SC1=C(N2)C(=CC(=C1)C(=O)OC)F)C1(CC1)F